tert-Butyl 7-((4-(1-ethyl-3-(pyridin-3-yl)-1H-pyrazol-4-yl)pyrimidin-2-yl)amino)-1,2,4,5-tetrahydro-3H-benzo[d]azepine-3-carboxylate C(C)N1N=C(C(=C1)C1=NC(=NC=C1)NC1=CC2=C(CCN(CC2)C(=O)OC(C)(C)C)C=C1)C=1C=NC=CC1